C(=C)C=1C=C(C=CC1)P(C1=CC(=CC=C1)C=C)C1=CC(=CC=C1)C=C tris(3-vinyl-phenyl)phosphine